FC=1C=C(C=CC1OC(C)(C)C1=CC=CC=C1)CCC(=O)O 3-(3-fluoro-4-((2-phenylpropane-2-yl)oxy)phenyl)propionic acid